Racemic-1-((2H-1,2,3-triazol-4-yl)methyl)-3-(3-chloro-4-fluorophenyl)-1-(1-(1-oxo-1,2-dihydroisoquinolin-4-yl)ethyl)urea N=1NN=C(C1)CN(C(=O)NC1=CC(=C(C=C1)F)Cl)[C@H](C)C1=CNC(C2=CC=CC=C12)=O |r|